CN(C)CC1=CC(=NC=C1)C=1C=C2CN(C(C2=CC1C)=O)C1C(NC(CC1)=O)=O 3-(5-(4-((dimethylamino)methyl)pyridin-2-yl)-6-methyl-1-oxoisoindolin-2-yl)piperidine-2,6-dione